1-(3-fluorophenyl)-N-(4-(3-(pyridin-4-ylmethyl)ureido)phenyl)methanesulfonamide FC=1C=C(C=CC1)CS(=O)(=O)NC1=CC=C(C=C1)NC(=O)NCC1=CC=NC=C1